dimercapto sulfide SSS